O[C@@H]1CN(CC[C@H]1OC1=NC=C(C=C1)OC(C)C)C1=CC(N(C=2C=CC(=NC12)C#N)C)=O |r| (±)-trans-8-(3-Hydroxy-4-((5-isopropoxypyridin-2-yl)oxy)piperidin-1-yl)-5-methyl-6-oxo-5,6-dihydro-1,5-naphthyridin-2-carbonitril